NC(C[C@H](CNCCC1=CC=CC=C1)NC(OCCCCCC)=O)=O hexyl (R)-(4-amino-4-oxo-1-(phenethylamino)butan-2-yl)carbamate